3'-methyl-4-pentyl-3-(thiazol-4-yl)-[1,1'-biphenyl]-2,6-diol CC=1C=C(C=CC1)C=1C(=C(C(=CC1O)CCCCC)C=1N=CSC1)O